propionamide-2-d C(C(C)[2H])(=O)N